5'-methyl-4-phenethyl-2'-(prop-1-en-2-yl)-1',2',3',4'-tetrahydro-[1,1'-biphenyl]-2,6-diol CC=1CCC(C(C1)C=1C(=CC(=CC1O)CCC1=CC=CC=C1)O)C(=C)C